CC1=C2C=C(N(C2=CC=C1CN1CCC2(CN(C2)C2=NC=NC3=CC=C(C=C23)CC(F)(F)F)CC1)CC1CNC(NC1)=O)C#N 4-Methyl-1-[(2-oxohexahydropyrimidin-5-yl)methyl]-5-[[2-[6-(2,2,2-trifluoroethyl)quinazolin-4-yl]-2,7-diazaspiro[3.5]nonan-7-yl]methyl]indole-2-carbonitrile